FC=1C(=C2C(=C(NC2=C(C1)C(=O)N)C)C)N1C[C@H](CCC1)N(C)CC#CC (S)-5-fluoro-2,3-dimethyl-4-(3-(N-methylbut-2-ynylamino)piperidin-1-yl)-1H-indole-7-carboxamide